bismaleimidylhexane C1(C=CC(N1C(CCCCC)N1C(C=CC1=O)=O)=O)=O